ClC1=C(C=C(C=C1)NC(=O)NC1=CC=C(OC2=CC(=NC=C2)C(=O)NC)C=C1)C(F)(F)F 4-[4-[[4-chloro-3-(trifluoromethyl)phenyl]carbamoylamino]phenoxy]-N-methyl-pyridine-2-carboxamide